NC1=NC=NN2C1=C(C=C2C=2C=C(C(=NC2)C)C(=O)N[C@@H]2CN(C[C@@H]2F)C(=O)C2(CCCC2)O)C(F)(F)F 5-[4-amino-5-(trifluoromethyl)pyrrolo[2,1-f][1,2,4]triazin-7-yl]-N-[(3R,4S)-4-fluoro-1-(1-hydroxycyclopentane-carbonyl)pyrrolidin-3-yl]-2-methyl-pyridine-3-carboxamide